O1C(=CC=C1)C1=NN2C(N=C(C=C2)N2CCN(CC2)CCC2=CC=CC=C2)=C1C#N 2-(2-furyl)-5-[4-(2-phenylethyl)piperazin-1-yl]pyrazolo[1,5-a]pyrimidine-3-carbonitrile